C1(=CC=CC=C1)S(=O)(=O)NC(C1=C(N=C(C=C1)N1N=C(C=C1)OCCC1(CC1)C(F)(F)F)N1C(C[C@@H](C1)C)(C)C)=O (S)-N-(phenylsulfonyl)-6-(3-(2-(1-(trifluoromethyl)cyclopropyl)ethoxy)-1H-pyrazol-1-yl)-2-(2,2,4-trimethylpyrrolidin-1-yl)nicotinamide